COC=1C=C(C(=NC1)NCC1=CC2=C(OC(CO2)C=2C=NC(=CC2)OC)C(=C1)OC)N 5-methoxy-N2-((8-methoxy-2-(6-methoxypyridin-3-yl)-2,3-dihydrobenzo[b][1,4]dioxin-6-yl)methyl)pyridine-2,3-diamine